6-(1-Acetylazetidin-3-yl)oxy-4-fluoro-indane-2-carbaldehyde C(C)(=O)N1CC(C1)OC1=CC(=C2CC(CC2=C1)C=O)F